CC1=NNC2=CC=C(C=C12)C(=O)NNC(C(F)(F)F)=O 3-methyl-N'-(2,2,2-trifluoroacetyl)-1H-indazole-5-carbohydrazide